Cl.COC1=C(C=C(C(=O)O)C=C1)[C@H]1NCCC1 (S)-4-Methoxy-3-(pyrrolidin-2-yl)benzoic acid hydrochloride